ClC1=C(C=CC(=C1)C)N1C=CC2=CC=CC=C12 1-(2-chloro-4-methylphenyl)-1H-indole